C(C)[C@H]1NC(N(C1=O)C1=CC=C(C=C1)OC1=CC(=C(C#N)C=C1)OCC)=O 4-({4-[(4R)-4-ethyl-2,5-dioxo-1-imidazolidinyl]phenyl}oxy)-2-(ethyloxy)benzonitrile